BrC1=CCN(C=C1)C1=CC(=CC=C1)C(F)(F)F 4-bromo-N-[3-(trifluoromethyl)phenyl]pyridine